6-((3-methyl-1,4-dioxo-1,4-dihydronaphthalen-2-yl)methyl)nicotinic acid CC1=C(C(C2=CC=CC=C2C1=O)=O)CC1=NC=C(C(=O)O)C=C1